[1-(2,6-dioxo-3-piperidinyl)-3-methyl-2-oxo-benzimidazol-5-yl]Propionaldehyde O=C1NC(CCC1N1C(N(C2=C1C=CC(=C2)C(C=O)C)C)=O)=O